2-(4-(2,2-dimethyl-1,3-dioxolan-4-yl)phenyl)-3-(1,3-dioxoisoindolin-2-yl)propionic acid CC1(OCC(O1)C1=CC=C(C=C1)C(C(=O)O)CN1C(C2=CC=CC=C2C1=O)=O)C